C(C)(C)C=1C(=CCCC1)C 4-isopropyl-3-methylcyclohexa-2,4-diene